ClC1=CC(=C(S1)[C@@H]1[C@H](C1)C(=O)N)C#N |r| rac-(1S*,2S*)-2-(5-chloro-3-cyanothiophen-2-yl)cyclopropane-1-carboxamide